4-hydroxybenzoic amid OC1=CC=C(C(=O)N)C=C1